4-((1S,2S,3R,4S)-4-(4-amino-5-bromo-7H-pyrrolo[2,3-d]pyrimidin-7-yl)-2,3-dihydroxycyclopentyl)benzoic acid NC=1C2=C(N=CN1)N(C=C2Br)[C@@H]2[C@H]([C@H]([C@@H](C2)C2=CC=C(C(=O)O)C=C2)O)O